(E)-methyl 2-(benzyloxy)-5-(2-(tertbutylimino)acetyl)benzoate C(C1=CC=CC=C1)OC1=C(C(=O)OC)C=C(C=C1)C(/C=N/C(C)(C)C)=O